N-(cis-4-(difluoromethoxy)cyclohexyl)-4-methoxy-5-(pyrazolo[1,5-a]pyrimidin-5-yl)-7H-pyrrolo[2,3-d]pyrimidin-2-amine FC(O[C@H]1CC[C@H](CC1)NC=1N=C(C2=C(N1)NC=C2C2=NC=1N(C=C2)N=CC1)OC)F